(4-(isopropylamino)-6-(6-(trifluoromethyl)pyridin-2-yl)-1,3,5-triazin-2-ylamino)pyridinecarbonitrile C(C)(C)NC1=NC(=NC(=N1)C1=NC(=CC=C1)C(F)(F)F)NC=1C(=NC=CC1)C#N